C(#N)C1=CC(=C(COC2=CC=CC(=N2)C2=CC(=C(CC=3N(C4=C(N3)SC(=C4)C(=O)OC)C[C@H]4OCC4)C=C2F)F)C=C1)F methyl (S)-2-(4-(6-((4-cyano-2-fluorobenzyl)oxy)pyridin-2-yl)-2,5-difluorobenzyl)-1-(oxetan-2-ylmethyl)-1H-thieno[2,3-d]imidazole-5-carboxylate